1-[8-(2-chlorophenyl)-9-(4-chlorophenyl)-2-[(2R)-2-(hydroxymethyl)pyrrolidin-1-yl]purin-6-yl]-4-methyl-piperidine-4-carboxamide ClC1=C(C=CC=C1)C=1N(C2=NC(=NC(=C2N1)N1CCC(CC1)(C(=O)N)C)N1[C@H](CCC1)CO)C1=CC=C(C=C1)Cl